3-(pyridazin-4-yl)benzonitrile N1=NC=C(C=C1)C=1C=C(C#N)C=CC1